C(C1=CC=CC=C1)OC=1C=C2CCC(N(C2=CC1)C(C)C)=O 6-(benzyloxy)-1-(propan-2-yl)-1,2,3,4-tetrahydroquinolin-2-one